C(C)N(C1=CC(=C(C(=O)C2=C(C(=O)[O-])C=CC=C2)C=C1)O)CC 2-(4-diethylamino-2-hydroxybenzoyl)-benzoate